CN(C1=NC2=CC=C(C=C2C(=N1)N1CCC(CC1)C1=C(C=CC=C1)OC)NCCO)C 2-{2-Dimethylamino-4-[4-(2-methoxy-phenyl)-piperidin-1-yl]-quinazolin-6-ylamino}-ethanol